FC=1C=C(C=CC1)C([C@@H]1N2N(C(C=3N1N=CC(C3O)=O)=O)CCCC2)C2=CC(=CC=C2)F (R)-12-(bis(3-fluorophenyl)methyl)-4-hydroxy-7,8,9,10-tetrahydro-12H-dipyridazino[1,2-a:1',6'-d][1,2,4]triazine-3,5-dione